{4-[4-amino-7-(tetrahydro-2H-pyran-4-yl)pyrrolo[2,1-f][1,2,4]triazin-5-yl]phenyl}-1-(4-fluorophenyl)-2-oxo-1,2-dihydropyridine-3-carboxamide NC1=NC=NN2C1=C(C=C2C2CCOCC2)C2=CC=C(C=C2)C2=C(C(N(C=C2)C2=CC=C(C=C2)F)=O)C(=O)N